N-benzyl-aminoethanol C(C1=CC=CC=C1)NC(C)O